6-(2,7-dimethyl-2H-indazol-5-yl)-2-(piperidin-4-yl)benzo[d]thiazol-4-ol CN1N=C2C(=CC(=CC2=C1)C=1C=C2C(N=C(S2)C2CCNCC2)=C(C1)O)C